ClC1=C(C2=C(C=N1)N=CN2CC(F)(F)F)OC 6-Chloro-7-methoxy-1-(2,2,2-trifluoroethyl)-1H-imidazo[4,5-c]pyridine